C(C)(C)(C)OC(=O)N1CCC2(CC=3C(=C4C(N(CC4=CC3)C3C(NC(CC3)=O)=O)=O)OC2)CC1.OC1=C(C=C(C=C1Cl)C(C)(C)C1=CC(=C(C(=C1)Cl)O)Cl)Cl bis-(4-hydroxy-3,5-dichlorophenyl)propane tert-butyl-8'-(2,6-dioxopiperidin-3-yl)-9'-oxo-4',7',8',9'-tetrahydro-2'H-spiro[piperidine-4,3'-pyrano[2,3-e]isoindole]-1-carboxylate